COC(CC[C@@H](C)[C@H]1CC[C@H]2[C@@H]3C(C[C@@H]4C[C@@H](CC[C@]4(C)[C@H]3CC[C@]12C)O)=O)=O 3α-hydroxy-7-keto-5β-cholan-24-oic acid methyl ester